(S)-1-((2-(3'-(5-(hydroxymethyl)-1,2,4-oxadiazol-3-yl)-2,2'-dimethyl-[1,1'-biphenyl]-3-yl)benzo[d]oxazol-5-yl)methyl)piperidine-2-carboxylic acid OCC1=NC(=NO1)C=1C(=C(C=CC1)C1=C(C(=CC=C1)C=1OC2=C(N1)C=C(C=C2)CN2[C@@H](CCCC2)C(=O)O)C)C